tert-butyl N-[(2R,3S)-2-(5-bromo-2-methyl-3-pyridyl)tetrahydrofuran-3-yl]carbamate BrC=1C=C(C(=NC1)C)[C@H]1OCC[C@@H]1NC(OC(C)(C)C)=O